6-(2-((5-(5-(aminomethyl)isoquinolin-4-yl)-4,6-dioxo-1-(2,4,5-trifluorobenzyl)-1,4,5,6-tetrahydro-1,3,5-triazin-2-yl)amino)-3-chloro-5-methoxyphenyl)hexanoic acid NCC1=C2C(=CN=CC2=CC=C1)N1C(N=C(N(C1=O)CC1=C(C=C(C(=C1)F)F)F)NC1=C(C=C(C=C1Cl)OC)CCCCCC(=O)O)=O